Tungsten-boron nickel [Ni].[B].[W]